C(C=C)(=O)N1[C@@H](CC1)COC=1C(=NC=NC1N)C=1C(=C(C=C(C1)F)NC(C1=C(C=C(C=C1)C1CC1)F)=O)C (S)-N-(3-(5-((1-Acryloylazetidin-2-yl)methoxy)-6-aminopyrimidin-4-yl)-5-fluoro-2-methylphenyl)-4-cyclopropyl-2-fluorobenzamide